3-bromo-7-chloro-1-cyclopentyl-4-methyl-1,6-naphthyridin-2-one BrC=1C(N(C2=CC(=NC=C2C1C)Cl)C1CCCC1)=O